C(C)(=O)N1[C@@H](CN(C[C@H]1C(F)(F)F)C(C=C)=O)C1=CC(=NC(=C1)Cl)C1=CC(=NC=N1)C(=O)NC 6-(4-((2R,6S)-1-acetyl-4-acryloyl-6-(trifluoromethyl)piperazin-2-yl)-6-chloropyridin-2-yl)-N-methylpyrimidine-4-carboxamide